2,6-Anhydro-4-(3-cyano-4-fluoro-2H-indazol-2-yl)-3,4,5-trideoxy-5-isobutyramido-D-glycero-D-galacto-non-2-enonic acid C(#N)C=1N(N=C2C=CC=C(C12)F)[C@H]1C=C(C(=O)O)O[C@H]([C@@H]1NC(C(C)C)=O)[C@H](O)[C@H](O)CO